FC(C1=CC=C(C=C1)N1N=CC(=C1)C=1C=C2C(=CNC2=CC1)NC(=O)C=1SC=CN1)(F)F N-(5-{1-[4-(trifluoromethyl)phenyl]-1H-pyrazol-4-yl}-1H-indol-3-yl)-1,3-thiazole-2-carboxamide